(6-bromopyridin-3-yl)-4-(methylsulfonyl)butanenitrile BrC1=CC=C(C=N1)C(C#N)CCS(=O)(=O)C